p-acetoxyperbenzoic acid C(C)(=O)OC=1C=CC(=CC1)C(=O)OO